1-((10-Hydroxy-7-((R)-4,4,4-trifluoro-2-methylbutanoyl)-7-azaspiro[4.5]decan-10-yl)methyl)-4-phenylazetidin-2-one OC1(CCN(CC12CCCC2)C([C@@H](CC(F)(F)F)C)=O)CN2C(CC2C2=CC=CC=C2)=O